(3S)-tert-butyl 3-methyl-6-(2-(1-methylpyrrolidin-2-yl)benzo[d]thiazol-5-yl)-3,4-dihydropyridine-1(2H)-carboxylate C[C@@H]1CN(C(=CC1)C=1C=CC2=C(N=C(S2)C2N(CCC2)C)C1)C(=O)OC(C)(C)C